NC1=C(C2=C(N=C(N=C2C(F)(F)F)C)N1C1=C(C(=CC=C1C)OC)C)C(=O)N 6-amino-7-(3-methoxy-2,6-dimethylphenyl)-2-methyl-4-(trifluoromethyl)-7H-pyrrolo[2,3-d]pyrimidine-5-carboxamide